[O-]S(=O)(=O)C(F)(F)F.C(C)(C)P(C(C)C)C(C)C.C(C)(C)P(C(C)C)C(C)C.[Pd+2].[O-]S(=O)(=O)C(F)(F)F palladium bis(triisopropylphosphine) triflate